[O-][N+]1=CC2=C(C(=C1)NC(C(N1[C@H](CC[C@@H](C1)C)C1=CC=C(C=C1)F)=O)=O)N(N=C2)C2OCCCC2 N-(5-oxido-1-tetrahydropyran-2-yl-pyrazolo[4,3-c]pyridin-5-ium-7-yl)-2-oxo-2-[(2R,5S)-2-(4-fluorophenyl)-5-methyl-1-piperidyl]acetamide